ClC1=NC=CC(=C1)C1=C(N=C2N1N=C(C=1OCCN(C21)C)NC2CCC(CC2)(O)C)C 4-[3-(2-Chloro-pyridin-4-yl)-2,9-dimethyl-8,9-dihydro-7H-6-oxa-1,3a,4,9-tetraaza-cyclopenta[a]naphthalen-5-ylamino]-1-methyl-cyclohexanol